COC=1C=C2C=CN=C(C2=CC1OC)C1=C(C=CC=C1N(C)C)N (6,7-dimethoxyisoquinolin-1-yl)-N3,N3-dimethylbenzene-1,3-diamine